(1-(((4-Chloro-6-(methylcarbamoyl)quinolin-7-yl)oxy)methyl)cyclopropyl)carbamic acid tert-butyl ester C(C)(C)(C)OC(NC1(CC1)COC1=C(C=C2C(=CC=NC2=C1)Cl)C(NC)=O)=O